The molecule is a dipeptide composed of L-phenylalanine and L-asparagine joined by a peptide linkage. It has a role as a metabolite. It derives from a L-phenylalanine and a L-asparagine. C1=CC=C(C=C1)C[C@@H](C(=O)N[C@@H](CC(=O)N)C(=O)O)N